ClC(OC1=CC=C(C=C1)NC(C1=CN=C(C(=C1)NC1=CC=C(C=C1)OC)N1C[C@@H](CC1)O)=O)(F)F (R)-N-(4-(chlorodifluoromethoxy)phenyl)-6-(3-hydroxypyrrolidin-1-yl)-5-((4-Methoxyphenyl)amino)nicotinamide